BrC=1C=C2C(NC3(C2=CC1)CC3)=O 5'-bromospiro[cyclopropane-1,1'-isoindol]-3'-one